2-hydroxymethyl-2-methyl-3-phenyl-propanal OCC(C=O)(CC1=CC=CC=C1)C